N-((E)-N'-((Z)-(3-(4-chlorophenyl)-4-(thiophen-2-yl)-5,6-dihydropyridazin-1(4H)-yl)(((4-(trifluoromethyl)phenyl)sulfonyl)imino)methyl)carbamoyl)acetamide ClC1=CC=C(C=C1)C1=NN(CCC1C=1SC=CC1)\C(\NC(=O)NC(C)=O)=N/S(=O)(=O)C1=CC=C(C=C1)C(F)(F)F